5-((3-fluorophenylethyl)thio)-N-(prop-2-yn-1-yl)-1,2,3,4-tetrahydronaphthalen-1-amine FC=1C=C(C=CC1)CCSC1=C2CCCC(C2=CC=C1)NCC#C